C1(=CC=CC=C1)N1C(=NC=C1C1=CC=CC=C1)C(=O)C1=CC=CC=C1 (1,5-Diphenylimidazol-2-yl)phenyl-methanone